N-(3-Chloro-4-fluorophenyl)-7-methoxy-6-(3-morpholinopropoxy)-quinazolin-4-amine ClC=1C=C(C=CC1F)NC1=NC=NC2=CC(=C(C=C12)OCCCN1CCOCC1)OC